FC=1C(=C(C=CC1F)[C@H]1[C@@H](S[C@](C1)(C(F)(F)F)C)C(=O)NC=1C=CC=2N(C1)N=NN2)OC (2R,3S,5R)-3-(3,4-difluoro-2-methoxyphenyl)-5-methyl-N-(tetrazolo[1,5-a]pyridin-6-yl)-5-(trifluoromethyl)tetrahydrothiophene-2-carboxamide